C(#N)C1=CC2=C(NC(=N2)[C@H](CC(C(F)(F)F)(C)C)NC(=O)C2=CC=NN2CCC(F)(F)F)C=C1 (S)-N-(1-(5-cyano-1H-benzo[d]imidazol-2-yl)-4,4,4-trifluoro-3,3-dimethylbutyl)-1-(3,3,3-trifluoropropyl)-1H-pyrazole-5-carboxamide